1-(1-(3-aminopyrrolidin-1-yl)-6-p-toluenesulfonyl-1,6-dihydroimidazo[4,5-d]pyrrolo[2,3-b]pyridin-2-yl)ethanol NC1CN(CC1)N1C(=NC=2C1=C1C(=NC2)N(C=C1)S(=O)(=O)C1=CC=C(C)C=C1)C(C)O